7-((1R,3R,5S,6r)-6-(1-((S)-1,1-difluoropropan-2-yl)-3-(trifluoromethyl)-1H-pyrazol-5-yl)bicyclo[3.1.0]hexan-3-yl)-2-thia-7-azaspiro[3.5]nonane 2,2-dioxide FC([C@H](C)N1N=C(C=C1C1[C@H]2CC(C[C@@H]12)N1CCC2(CS(C2)(=O)=O)CC1)C(F)(F)F)F